C(C=CC1C(C)O1)(=O)O 4,5-EPOXY-2-HEXENOIC ACID